4-fluoro-6-methoxy-2-(3-n-propyl-2-pyridyl)-5-trifluoromethylpyridine FC1=CC(=NC(=C1C(F)(F)F)OC)C1=NC=CC=C1CCC